OC1=C(C2=CC=CC=C2C=C1)CC1=C(C=CC2=CC=CC=C12)C1=C(C=CC=C1)S(=O)(=O)N (1-((2-hydroxynaphthalen-1-yl)methyl)naphthalen-2-yl)benzenesulfonamide